3-((3-(4-(2-((2-hydroxypropyl)sulfonyl)phenoxy)-3-(trifluoromethyl)phenyl)-1,2,4-oxadiazol-5-yl)methyl)-5,5-dimethyl-1-(2-morpholinoethyl)imidazolidine-2,4-dione OC(CS(=O)(=O)C1=C(OC2=C(C=C(C=C2)C2=NOC(=N2)CN2C(N(C(C2=O)(C)C)CCN2CCOCC2)=O)C(F)(F)F)C=CC=C1)C